ClC[C@@H]1C([C@@H]1CN)(C)C (1R,3S)-3-(chloromethyl)-2,2-dimethylcyclopropylmethylamine